FC=1C=2N(C=C(C1)NC(=O)C1=CC=C(C3=CN(N=C13)C)N1C[C@H](CC1)NC1CC(C1)OC)C=C(N2)C N-(8-fluoro-2-methylimidazo[1,2-a]pyridin-6-yl)-4-((S)-3-(((1s,3R)-3-methoxy-cyclobutyl)amino)pyrrolidin-1-yl)-2-methyl-2H-indazole-7-carboxamide